N,N'-bis(trimethylsilyl)-urea C[Si](NC(=O)N[Si](C)(C)C)(C)C